methyl 2-(6-bromopyridin-2-yl)-2-methylpropionate BrC1=CC=CC(=N1)C(C(=O)OC)(C)C